C(\C=C\C)(=O)N1CCCCC1 N-Crotonyl-piperidine